4-[(5S)-5-(3,5-dichlorophenyl)-4,5-dihydro-5-(trifluoromethyl)-3-isoxazolyl]-2-methyl-N-(cis-3-oxetanyl)-benzamide ClC=1C=C(C=C(C1)Cl)[C@@]1(CC(=NO1)C1=CC(=C(C(=O)NC2COC2)C=C1)C)C(F)(F)F